C1(CC1)OC1=NC=CC=C1C=1C=NN2C1N=C(C=C2)N2CCN(CC2)C(=O)O[C@@]2(CN(CC2)C(=O)OC(C)(C)C)C [(3S)-1-tert-butoxycarbonyl-3-methyl-pyrrolidin-3-yl] 4-[3-[2-(cyclopropoxy)-3-pyridyl]pyrazolo[1,5-a]pyrimidin-5-yl]piperazine-1-carboxylate